9-(Difluoro-methyl)-8-(5-fluoro-3-methyl-1H-indol-7-yl)-1,4,4-trimethyl-5H-[1,2,4]triazolo[4,3-a]quinoxaline FC(C=1C(=CC=C2NC(C=3N(C12)C(=NN3)C)(C)C)C=3C=C(C=C1C(=CNC31)C)F)F